6',6'''-(Pyridine-2,6-diyl)bis(3-(tert-butyl)-5-methyl-2',3',4',5'-tetrahydro-[1,1'-biphenyl]-2-ol) N1=C(C=CC=C1C=1CCCCC1C=1C(=C(C=C(C1)C)C(C)(C)C)O)C=1CCCCC1C=1C(=C(C=C(C1)C)C(C)(C)C)O